(azetidin-3-ylmethyl)piperazine-1-carboxylic acid tert-butyl ester C(C)(C)(C)OC(=O)N1C(CNCC1)CC1CNC1